OC=1C=C2C=C(NC2=CC1)C(=O)C=1NC2=CC=C(C=C2C1)NC(=O)NC1=NOC(=C1)C 1-(2-(5-Hydroxy-1H-indol-2-carbonyl)-1H-indol-5-yl)-3-(5-methylisoxazol-3-yl)urea